2',4'-dichloro-6-fluoro-5'-(2-(((1r,4r)-4-hydroxy-4-methylcyclohexyl)amino)-1-phenylethyl)-5-(2-methoxyethoxy)-[1,1'-biphenyl]-2-carbonitrile ClC1=C(C=C(C(=C1)Cl)C(CNC1CCC(CC1)(C)O)C1=CC=CC=C1)C=1C(=CC=C(C1F)OCCOC)C#N